4-((4-(6-Aminopyridin-3-yl)-1H-1,2,3-triazol-1-yl)methyl)-N'-(2,2-difluoroacetyl)benzoyl-hydrazine NC1=CC=C(C=N1)C=1N=NN(C1)CC1=CC=C(C(=O)NNC(C(F)F)=O)C=C1